2-[4-(2-{5-cyano-2-oxo-1,2-dihydrospiro[indole-3,4'-piperidin]-1'-yl}ethoxy)phenyl]-2-methylpropanoic acid C(#N)C=1C=C2C(=CC1)NC(C21CCN(CC1)CCOC1=CC=C(C=C1)C(C(=O)O)(C)C)=O